C(C1=CC=CC=C1)OC1=NC(=CC=C1N1C(N(C2=C1C=CC(=C2)C2=CCN(CC2(F)F)CC(=O)O)C)=O)OCC2=CC=CC=C2 2-(4-(1-(2,6-bis(benzyloxy)pyridin-3-yl)-3-methyl-2-oxo-2,3-dihydro-1H-benzo[d]imidazol-5-yl)-5,5-difluoro-5,6-dihydropyridin-1(2H)-yl)acetic acid